4-(tert-butoxycarbonyl)piperazine-2-carboxylic acid hydrate O.C(C)(C)(C)OC(=O)N1CC(NCC1)C(=O)O